ethyl 2-(4'-(2-methoxyethoxy)-[1,1'-biphenyl]-4-yl)-2-methylpropanoate COCCOC1=CC=C(C=C1)C1=CC=C(C=C1)C(C(=O)OCC)(C)C